OC1CN(CC1)S(=O)(=O)N1CCCC1 1-[(3-hydroxypyrrolidin-1-yl)sulfonyl]pyrrolidin